BrC(C)C=1C=C(C=C2C(C=C(OC12)SCC)=O)C(=O)OC methyl 8-(1-bromoethyl)-2-ethylsulfanyl-4-oxo-chromene-6-carboxylate